O.O.O=C([C@H](O)[C@@H](O)[C@H](O)[C@H](O)CO)[O-].[Fe+2].O=C([C@H](O)[C@@H](O)[C@H](O)[C@H](O)CO)[O-] Ferrous D-gluconate dihydrate